NC1=C(C(=O)O)C=C(C=N1)C 2-Amino-5-methylnicotinic acid